C(CCC)C(COC(CCCCCBr)=O)CCCCCC.BrCCCCCC(=O)OCC(CCCCCC)CCCC 2-butyloctyl 6-bromohexanoate 2-Butyloctyl-6-bromohexanoate